C1(CCCCC1)OC(=O)C1=C(N=C(S1)NC(CCNC(C1=CC(=CC=C1)C1=NOC(=N1)C)=O)=O)C Cyclohexyl-4-methyl-2-(3-(3-(5-methyl-1,2,4-oxadiazol-3-yl)benzamido)propanamido)thiazole-5-carboxylate